COC1CCN(CC1)C1=NC=CC(=N1)NC=1N=CC2=C(C=CC(=C2C1)C1CN(C1)C(C=C)=O)N1[C@@H]([C@H](C1)CS(=O)(=O)C)C 1-(3-(3-((2-(4-methoxypiperidin-1-yl)pyrimidin-4-yl)amino)-8-((2R,3S)-2-methyl-3-((methylsulfonyl)methyl)azetidin-1-yl)isoquinolin-5-yl)azetidin-1-yl)prop-2-en-1-one